N-{(-)-2-cyclopropyl-2-[3,5-difluoro-6-(4-fluorophenyl)-4-(2-hydroxypropan-2-yl)pyridin-2-yl]-2-hydroxyethyl}-8-methoxy-3-methylcinnoline-6-carboxamide C1(CC1)C(CNC(=O)C=1C=C2C=C(N=NC2=C(C1)OC)C)(O)C1=NC(=C(C(=C1F)C(C)(C)O)F)C1=CC=C(C=C1)F